FC(CCC1=NN=C(S1)C(=O)NC)CN1N=NC(=C1)C(NCC1=NC=CC(=C1)C(F)(F)F)=O 5-{3-fluoro-4-[4-({[4-(trifluoromethyl)pyridin-2-yl]methyl}carbamoyl)-1H-1,2,3-triazol-1-yl]butyl}-N-methyl-1,3,4-thiadiazole-2-carboxamide